(4-{[2-(4-chlorophenyl)imidazo[1,2-a]pyridin-3-yl]methyl}piperazin-1-yl)(cyclobutyl)methanone ClC1=CC=C(C=C1)C=1N=C2N(C=CC=C2)C1CN1CCN(CC1)C(=O)C1CCC1